C(CC)(=O)OCC=C ALLYL PROPIONATE